NC=1C2=C(N=CN1)C(=CC(=N2)N2CC(CCC2)C2=NOC(=C2)[C@]2(C(N(CC2)C)=O)O)C (R)-3-(3-(1-(4-amino-8-methylpyrido[3,2-d]pyrimidin-6-yl)piperidin-3-yl)isoxazol-5-yl)-3-hydroxy-1-methylpyrrolidin-2-one